CN(C1=NN(N=C1)CC(=O)N1[C@@H](C[C@H](C1)F)C(=O)N[C@H](C1=NC=C(C=C1)C(C)C)C1=CC=CC=C1)C (2S,4R)-1-{2-[4-(dimethylamino)-2H-1,2,3-triazol-2-yl]acetyl}-4-fluoro-N-[(S)-phenyl[5-(propan-2-yl)pyridin-2-yl]methyl]pyrrolidine-2-carboxamide